O=C1OC2(CN1C=1C=CC3=C(OC(C=N3)=O)N1)CCN(CC2)CC2CC=1C(=CC3=C(N(N=N3)C3CNC3)C1F)C2 6-[2-Oxo-8-[[1-(azetidin-3-yl)-8-fluoro-6,7-dihydro-5H-cyclopenta[f]benzotriazol-6-yl]methyl]-1-oxa-3,8-diazaspiro[4.5]decan-3-yl]-4H-pyrido[2,3-b][1,4]oxazin-3-one